N(=[N+]=[N-])C1=CC(=NC(=N1)C=1SC=C(N1)C)NC1CCC(CC1)(F)F 6-azido-N-(4,4-difluorocyclohexyl)-2-(4-methylthiazol-2-yl)pyrimidin-4-amine